C1(CC1)COC1=C(C=CC(=N1)C(=O)NC(CC)(CC)COCCF)N1CCCC1 6-(cyclopropylmethoxy)-N-{3-[(2-fluoroethoxy)methyl]pent-3-yl}-5-(pyrrolidin-1-yl)pyridine-2-carboxamide